Methyl-4-(2-chloro-4-fluorophenyl)-6-((4-(3-(2-(2-hydroxyethoxy)ethoxy) propanoyl)piperazin-1-yl)methyl)-2-(pyridin-2-yl)-1,4-dihydropyrimidine-5-carboxylate COC(=O)C=1C(N=C(NC1CN1CCN(CC1)C(CCOCCOCCO)=O)C1=NC=CC=C1)C1=C(C=C(C=C1)F)Cl